OC=1C=C2C(C=C(OC2=CC1)C1=CC=C(C=C1)C=1C=NC=CC1)=O 6-hydroxy-2-(4-(pyridin-3-yl)phenyl)-4H-chromen-4-one